4-isopropoxy-6-(4-methoxyphenyl)-1-(2-morpholinylethyl)-2-oxo-1,2-dihydro-1,8-naphthyridine-3-carboxylic acid C(C)(C)OC1=C(C(N(C2=NC=C(C=C12)C1=CC=C(C=C1)OC)CCN1CCOCC1)=O)C(=O)O